4-(4-(4-Cyano-4-phenylpiperidin-1-yl)-6-fluoroquinoline-3-carbonyl)-N,N-dimethylpiperazine-1-carboxamide C(#N)C1(CCN(CC1)C1=C(C=NC2=CC=C(C=C12)F)C(=O)N1CCN(CC1)C(=O)N(C)C)C1=CC=CC=C1